[Pb].N1C=NC=2N=CNC2C1=O Hypoxanthine lead